14-Prop-2-en-1-yl-3,5,7,14,17,23,27-heptaazatetracyclo[19.3.1.1~2,6~.1~8,12~]heptacosa-1(25),2(27),3,5,8(26),9,11,21,23-nonaen-16-on C(C=C)N1CC2=CC=CC(NC3=NC=NC(C=4C=NC=C(CCCNC(C1)=O)C4)=N3)=C2